C(C1=CC=CC=C1)OC=1C=CC2=C(OC(CO2)C(=O)O)C1 7-Benzyloxy-2,3-dihydro-benzo[1,4]dioxine-2-carboxylic acid